(R)-2-((6-bromo-4-quinazolinyl)amino)-3-(methylselenyl)-1-(1-pyrrolidinyl)propan-1-one BrC=1C=C2C(=NC=NC2=CC1)N[C@H](C(=O)N1CCCC1)C[Se]C